NC([C@H](CCC(=O)OC(C)(C)C)N1C(C2=CC=C(C=C2C1)C1=NC(=C(C(=C1)C(F)F)C#N)N)=O)=O (S)-tert-butyl 5-amino-4-(5-(6-amino-5-cyano-4-(difluoromethyl) pyridin-2-yl)-1-oxoisoindolin-2-yl)-5-oxopentanoate